(2s,5r)-5-(2-chlorophenyl)-1-(2-methyl-6-phenylnicotinyl)pyrrolidine-2-carboxylic acid ClC1=C(C=CC=C1)[C@H]1CC[C@H](N1CC1=C(N=C(C=C1)C1=CC=CC=C1)C)C(=O)O